BrC=1SC=C(N1)C1=C(C(CC1)O)C 3-(2-bromothiazol-4-yl)-2-methylcyclopent-2-en-1-ol